5'-O-[N-(L-prolyl)-sulfamoyl]Adenosine N1[C@@H](CCC1)C(=O)NS(=O)(=O)OC[C@@H]1[C@H]([C@H]([C@@H](O1)N1C=NC=2C(N)=NC=NC12)O)O